[Br-].BrC=1C=[N+](C=CC1C)CC(=O)OCC 3-Bromo-1-(2-ethoxy-2-oxoethyl)-4-methylpyridin-1-ium bromide